OCCCCOC(CCC)=O Hydroxybutyl-butyrate